FC(OC1=CC(=C(C=C1C)NS(=O)(=O)C1=CNC(=C1)C1=CC=CC=C1)F)F N-[4-(difluoromethoxy)-2-fluoro-5-methylphenyl]-5-phenyl-1H-pyrrole-3-sulfonamide